(S)-methyl 2-((1S,2S,5S)-6,6-dimethyl-3-azabicyclo[3.1.0]hexane-2-carboxamido)-3-((S)-2-oxopyrrolidin-3-yl)propanoate CC1([C@H]2CN[C@@H]([C@H]12)C(=O)N[C@H](C(=O)OC)C[C@H]1C(NCC1)=O)C